4H-pyrrolo[3,2-d]thiazole-4-carboxylic acid tert-butyl ester C(C)(C)(C)OC(=O)N1C=CC=2N=CSC21